1-(5-((4-(6-fluorobenzo[d]isoxazol-3-yl)piperazin-1-yl)methyl)-1-oxoisoindolin-2-yl)dihydropyrimidine-2,4(1H,3H)-dione FC1=CC2=C(C(=NO2)N2CCN(CC2)CC=2C=C3CN(C(C3=CC2)=O)N2C(NC(CC2)=O)=O)C=C1